1-benzyl-N,7-diisobutyl-1,2,3,3a,7,7a-hexahydro-6H-3,6-methanopyrrolo[3,2-c]pyridine-6-carboxamide C(C1=CC=CC=C1)N1CC2C3C=NC(C(C31)CC(C)C)(C2)C(=O)NCC(C)C